(S)-5-(2-methyl-2-(3-(trifluoromethyl)-phenyl)propanoyl)-N-((S)-3-oxo-1-((S)-2-oxopyrrolidin-3-yl)-4-(trifluoromethoxy)butan-2-yl)-5-azaspiro[2.4]heptane-6-carboxamide CC(C(=O)N1CC2(CC2)C[C@H]1C(=O)N[C@@H](C[C@H]1C(NCC1)=O)C(COC(F)(F)F)=O)(C)C1=CC(=CC=C1)C(F)(F)F